N-[trans-4-({2-[6-(2-Phenylethyl)quinazolin-4-yl]-2,7-diazaspiro[3.5]non-7-yl}methyl)cyclohexyl]ethanesulfonamide C1(=CC=CC=C1)CCC=1C=C2C(=NC=NC2=CC1)N1CC2(C1)CCN(CC2)C[C@@H]2CC[C@H](CC2)NS(=O)(=O)CC